2,5-dioxopyrrolidin-1-yl (S)-2,5-bis((tert-butoxycarbonyl)amino)pentanoate C(C)(C)(C)OC(=O)N[C@H](C(=O)ON1C(CCC1=O)=O)CCCNC(=O)OC(C)(C)C